5-chloro-3-methyl-1-(methyl-d3)-1H-pyrazole ClC1=CC(=NN1C([2H])([2H])[2H])C